O=C1N(CCC(N1)=O)C1=C(C=CC=C1)C1=CC=C(C=C1)CNC(OC(C)(C)C)=O tert-butyl ((2'-(2,4-dioxotetrahydropyrimidin-1(2H)-yl)-[1,1'-biphenyl]-4-yl)methyl)carbamate